ClC=1N=CC2=C(N1)N(C=C2I)[C@@H]2C[C@@H]([C@@H]1[C@H]2OC(O1)(C)C)C=1CN(CCC1)C(=O)OC(C)(C)C Tert-butyl 3-[(3aR,4R,6R,6aS)-6-{2-chloro-5-iodopyrrolo[2,3-d]pyrimidin-7-yl}-2,2-dimethyl-tetrahydro-3aH-cyclopenta[d][1,3]dioxol-4-yl]-5,6-dihydro-2H-pyridine-1-carboxylate